C(C)(C)(C)[Si](OC(C=C)CCC#CC1=CC=CC=C1)(C)C tertbutyldimethyl((7-phenylhept-1-en-6-yn-3-yl)oxy)silane